Tert-butyl 6-oxo-1,4-oxazepan-4-carboxylate O=C1CN(CCOC1)C(=O)OC(C)(C)C